1-methyl-2-oxabicyclo[2.2.1]heptan-4-amine hydrochloride Cl.CC12OCC(CC1)(C2)N